ethyl 4-{4-[(tert-butoxycarbonyl)amino]-5-methyl-1,3-thiazol-2-yl}pyrimidine-2-carboxylate C(C)(C)(C)OC(=O)NC=1N=C(SC1C)C1=NC(=NC=C1)C(=O)OCC